S(=O)(CC(C(=O)ON1C(CCC1=O)=O)C)CC(C(=O)ON1C(CCC1=O)=O)C bis(2,5-dioxopyrrolidin-1-yl) 3,3'-sulfinylbis(2-methylpropionate)